(R)-1-((1-(dimethylamino)cyclopropyl)ethynyl)-4-((1-fluorocyclopropyl)methyl)-N-(1-methylcyclopropyl)-5-oxo-1,2,4,5-tetrahydroimidazo[1,2-a]quinazoline-7-sulfonamide CN(C1(CC1)C#C[C@@H]1CN=C2N1C1=CC=C(C=C1C(N2CC2(CC2)F)=O)S(=O)(=O)NC2(CC2)C)C